S(=O)(=O)([O-])[O-].C(CCC)[NH3+].C(CCC)[NH3+] butanaminium sulfate